2-(5-oxo-5-(tridecan-7-yloxy)pentyl)malonic acid O=C(CCCCC(C(=O)O)C(=O)O)OC(CCCCCC)CCCCCC